methyl 5-[4-[(2-ethyl-5-fluoro-3-oxo-4H-quinoxalin-6-yl)methyl]piperazin-1-yl]pyridine-2-carboxylate C(C)C1=NC2=CC=C(C(=C2NC1=O)F)CN1CCN(CC1)C=1C=CC(=NC1)C(=O)OC